C(\C=C\C(=O)OC(C)CCCC)(=O)OC1CCC(CC1)C(C)CC (4-sec-butylcyclohexyl) sec-hexyl fumarate